2,2'-(diethylmethylene)bis(4-benzyl-2-oxazoline) C(C)C(C=1OCC(N1)CC1=CC=CC=C1)(C=1OCC(N1)CC1=CC=CC=C1)CC